N1=C(C=CC=C1)C=1SC=C(N1)C(=O)N=[N+]=[N-] 2-(2-pyridyl)thiazole-4-carbonyl azide